OCCC1=C(N=C2N(C1=O)C=CC=C2O)C 3-(2-hydroxyethyl)-9-hydroxy-2-methyl-4H-pyrido[1,2-a]pyrimidin-4-one